(E)-7-(3-(2-ethoxybenzylidene)-2,5-dioxopyrrolidinyl)heptanoate C(C)OC1=C(\C=C/2\C(N(C(C2)=O)CCCCCCC(=O)[O-])=O)C=CC=C1